tert-Butyl 2-(2-chlorophenyl)-4-oxopiperidine-1-carboxylate ClC1=C(C=CC=C1)C1N(CCC(C1)=O)C(=O)OC(C)(C)C